C1OCC12CC(C2)N2C1CN(CC2CC1)C=1C=2N(N=CC1)C=C(C2)C=2C=NN(C2)C 4-(8-(2-Oxaspiro[3.3]hept-6-yl)-3,8-diazabicyclo[3.2.1]oct-3-yl)-6-(1-methyl-1H-pyrazol-4-yl)pyrrolo[1,2-b]pyridazine